9-tert-butyl-7H-phenaleno[1,9-bc]carbazole C(C)(C)(C)C=1C=CC=2C=3C4=C5C(=CC3NC2C1)C=CC1=CC=CC(C=C4)=C15